COC=1C=C2C(=CC=NC2=CC1OC)OC1=CC=C(C=C1)NC(=O)NCCCC1=CC=C(C=C1)F 1-(4-((6,7-dimethoxyquinolin-4-yl)oxy)phenyl)-3-(3-(4-fluorophenyl)propyl)urea